benzo[b][1,4]thiazin S1C2=C(N=CC1)C=CC=C2